[N+](=O)([O-])C1=CC=C(OC2=C(C=CC=C2)C(C)(C2=C(C=CC=C2)OC2=CC=C(C=C2)[N+](=O)[O-])C2=C(C=CC=C2)OC2=CC=C(C=C2)[N+](=O)[O-])C=C1 Tri((p-nitrophenoxy)phenyl)ethane